5-(4-hydroxyphenyl)-N-isopropylthiophene-2-carboxamide OC1=CC=C(C=C1)C1=CC=C(S1)C(=O)NC(C)C